N-(4-bromo-2-(difluoromethoxy)phenyl)chroman-3-carboxamide BrC1=CC(=C(C=C1)NC(=O)C1COC2=CC=CC=C2C1)OC(F)F